5-amino-2-(2,6-dioxopiperidin-3-yl)isoindolin-1,3-dione NC=1C=C2C(N(C(C2=CC1)=O)C1C(NC(CC1)=O)=O)=O